4-(4-((1S,2S)-2-(methoxycarbonyl)cyclohexane-1-carboxamido)phenyl)-1-methyl-1H-1,2,3-triazole-5-carboxylic acid COC(=O)[C@@H]1[C@H](CCCC1)C(=O)NC1=CC=C(C=C1)C=1N=NN(C1C(=O)O)C